1-(4-bromo-2-fluoro-phenyl)propan-2-one BrC1=CC(=C(C=C1)CC(C)=O)F